C(CCC)N(P1C(CCC1C1=CC=CC=C1)C1=CC=CC=C1)P(=O)(CC)CC (rac)-N-butyl-N-(diethylphosphinyl)-2,5-diphenylphospholan-1-amine